C(=O)C([C@H](N)C(=O)O)C(=O)O 3-formyl-L-aspartic acid